FC=1C=C(OCC(=O)N2CC3C(C2C(=O)O)CCC3)C=CC1 trans-2-[2-(3-fluorophenoxy)acetyl]-3,3a,4,5,6,6a-hexahydro-1H-cyclopenta[c]pyrrole-3-carboxylic acid